ClC=1C(=NC2=CC=C(C=C2C1)C=1C=C(C=CC1)[C@H](C)N)N1CCNCC1 (1S)-1-[3-(3-chloro-2-piperazin-1-yl-6-quinolyl)phenyl]ethanamine